[Si](C)(C)(C(C)(C)C)OCCC=1C=C(C=CC1)N1C(N=C(C=C1)NC(=O)N1CCN(CC1)C(C(C)(C)NC(OC(C)(C)C)=O)=O)=O t-butyl (1-(4-((1-(3-(2-((t-butyldimethylsilyl) oxy)ethyl)phenyl)-2-oxo-1,2-dihydropyrimidin-4-yl)carbamoyl)piperazin-1-yl)-2-methyl-1-oxopropan-2-yl)carbamate